octenyldimethylmethoxysilane C(=CCCCCCC)[Si](OC)(C)C